(E)-(4-((2-azidoacetamido)methyl)styryl)boronic acid N(=[N+]=[N-])CC(=O)NCC1=CC=C(/C=C/B(O)O)C=C1